CC1(CCC(CC1)O)C 4,4-dimethyl-cyclohexanol